6-((1R,5S)-8-((2-Methyl-6-(trifluoromethyl)pyridin-3-yl)sulfonyl)-8-azabicyclo[3.2.1]octan-3-yl)-2-oxa-6-azaspiro[3.3]heptane CC1=NC(=CC=C1S(=O)(=O)N1[C@H]2CC(C[C@@H]1CC2)N2CC1(COC1)C2)C(F)(F)F